1-[6-hydroxy-2-(4-hydroxyphenyl)benzo[b]thiophen-3-yl]-1-[4-[2-(1-piperidinyl)ethoxy]phenyl]methanone OC=1C=CC2=C(SC(=C2C(=O)C2=CC=C(C=C2)OCCN2CCCCC2)C2=CC=C(C=C2)O)C1